NC=1N=C(SC1C(C1=CC=C(C=C1)OCC(=O)NC)=O)N(C1=CC=C(C=C1)F)[C@H](C(=O)N)C (S)-2-(N-[4-amino-5-[4-[2-(methylamino)-2-oxo-ethoxy]benzoyl]thiazol-2-yl]-4-fluoro-anilino)propanamide